ClC1=C(C=CC(=C1)[N+](=O)[O-])NC(C(C)C=1C(=C(C(=O)N)C=CC1)O)=O (1-((2-chloro-4-nitrophenyl)amino)-1-oxopropan-2-yl)-2-hydroxybenzamide